FC1=CC(=C(C=C1)S(=O)(=O)C1=CC=C(S1)C(=O)NCC1=NC=C(N=C1)C)C 5-(4-fluoro-2-methylbenzene-1-sulfonyl)-N-[(5-methylpyrazin-2-yl)methyl]thiophene-2-carboxamide